(4R)-6-[(azetidin-3-yl)amino]-4-(3-chloro-2-fluorophenyl)-5-fluoro-4-methyl-2-(pyridin-2-yl)-3,4-dihydro-2,7-naphthyridin-1(2H)-one, trifluoroacetic acid salt FC(C(=O)O)(F)F.N1CC(C1)NC=1C(=C2[C@@](CN(C(C2=CN1)=O)C1=NC=CC=C1)(C)C1=C(C(=CC=C1)Cl)F)F